5-(3-((cyclopropylamino)methyl)azetidin-1-yl)-N-(2-(fluoromethyl)-8-methylimidazo[1,2-a]pyridin-6-yl)pyrazine-2-carboxamide C1(CC1)NCC1CN(C1)C=1N=CC(=NC1)C(=O)NC=1C=C(C=2N(C1)C=C(N2)CF)C